7-(8-ethynyl-7-fluoro-3-hydroxynaphthalen-1-yl)-6,7-dihydropyrido[3,4-d]pyrimidin-8(5H)-one C(#C)C=1C(=CC=C2C=C(C=C(C12)N1C(C=2N=CN=CC2CC1)=O)O)F